ClC=1C(=C(C=C2C=C(N=CC12)NC(=O)[C@H]1[C@@H](C1)C#N)C=1C=NC=CC1C)F |r| (±)-trans-N-[8-chloro-7-fluoro-6-(4-methyl-3-pyridyl)-3-isoquinolyl]-2-cyano-cyclopropanecarboxamide